N-(5-cyclopropyl-tetrahydrofuran-3-yl)-6-(3,5-difluoroanilino)-3-methoxy-pyridine-2-carboxamide C1(CC1)C1CC(CO1)NC(=O)C1=NC(=CC=C1OC)NC1=CC(=CC(=C1)F)F